17-amino-6,13-dimethyl-15-(trifluoromethyl)-19-oxa-3,4,13,18-tetraazatricyclo[12.3.1.12,5]nonadec-1(17),2,4,14(18),15-penta-en-6-ol NC=1C=C(C=2N(CCCCCCC(C3=NN=C(C1N2)O3)(O)C)C)C(F)(F)F